COC=1C=C(C=CC1OC)C=1NC2=CC=C(C=C2C1CC)N1CCC(CC1)OC1CCN(CC1)CC 2-(3,4-dimethoxyphenyl)-3-ethyl-5-(4-((1-ethylpiperidin-4-yl)oxy)piperidin-1-yl)-1H-indole